isononadecanoic acid amide C(CCCCCCCCCCCCCCCC(C)C)(=O)N